[Na+].[Na+].P(=O)(OC1=C(C=CC=C1)[N+](=O)[O-])([O-])[O-] Nitrophenyl Phosphate, Disodium Salt